4-((2S,5R)-4-((S)-1-(3-methoxyphenyl)-2-methylpropyl)-2,5-dimethylpiperazin-1-yl)-2-methyl-1-(((S)-tetrahydrofuran-2-yl)methyl)-1H-[1,2,4]triazolo[3,4-b]purine COC=1C=C(C=CC1)[C@H](C(C)C)N1C[C@@H](N(C[C@H]1C)C=1C=2N=C(N(C2N2C(N1)=NN=C2)C[C@H]2OCCC2)C)C